(2,3-epoxypropyl)propyl-methyldimethoxysilane C(C1CO1)CO[Si](OC)(C)CCC